1,3-Difluoro-2-(4-fluoro-3-iodophenoxy)-4-methyl-5-nitrobenzene FC1=C(C(=C(C(=C1)[N+](=O)[O-])C)F)OC1=CC(=C(C=C1)F)I